C(C1=CC=CC=C1)(=O)OC#CC1=C(C=C(C=C1)OCC=1C(=NOC1C1CC1)C1=C(C=CC=C1)C(F)(F)F)Cl ((2-chloro-4-((5-cyclopropyl-3-(2-(trifluoromethyl) phenyl) isoxazol-4-yl) methoxy) phenyl) ethynyl) benzoate